O=C1N(N=CC=2N1C=CC2)CC(=O)N[C@@H](CC)C2=CC=CC=C2 (S)-2-(4-oxopyrrolo[1,2-d][1,2,4]triazin-3(4H)yl)-N-(1-phenylpropyl)acetamide